dimethyl 5-cyanobenzene-1,3-dicarboxylate C(#N)C=1C=C(C=C(C1)C(=O)OC)C(=O)OC